3-methyl-phenyl-1-phenyl-acetone CC=1C=C(C=CC1)CC(CC1=CC=CC=C1)=O